di-tertiary butyl phosphite P(OC(C)(C)C)(OC(C)(C)C)[O-]